N(C)CC(=O)[O-].[Ca+2].N(C)CC(=O)[O-] calcium sarcosinate